CC1N(CCOC1)C1=CC(NC(=C1)N1C(CCC1)C=1C=NC=CC1)=O 4-(3-methylmorpholin-4-yl)-6-[2-(3-pyridinyl)pyrrolidin-1-yl]-1H-pyridin-2-one